FC(C1=NN=C(S1)N1C(N(C2=C1C=C(C=C2N2C[C@H](N(CC2)C(=O)OC(C)(C)C)C)S(=O)(=O)F)C)=O)F (R)-tert-butyl 4-(1-(5-(difluoromethyl)-1,3,4-thiadiazol-2-yl)-6-(fluorosulfonyl)-3-methyl-2-oxo-2,3-dihydro-1H-benzo[d]imidazol-4-yl)-2-methylpiperazine-1-carboxylate